[SH+]1C=CC=C1 thiolium